S1C(=CC=C1)C1=C(CNC2=C3C(=NC=4N2N=CC4)C4(CCCC4)CC3)C=CC=C1 N-(2-(thiophen-2-yl)benzyl)-6,7-dihydrospiro[cyclopenta[d]pyrazolo[1,5-a]pyrimidine-5,1'-cyclopentane]-8-amine